[O-]S(=O)(=O)C(F)(F)F.COC=1C=C(C=CC1)[C@H]1CN(CCC1)S(=O)(=O)N1C(=[N+](C=C1)C)C (S)-1-(3-(3-methoxyphenyl)piperidin-1-ylsulfonyl)-2,3-dimethyl-1H-imidazol-3-ium triflate